chlorotetrahydro-1H-azepine-1-carbonyl chloride ClC1N(C=CCCC1)C(=O)Cl